COC([C@H](CC=O)NC(=O)OC(C)(C)C)=O (2S)-2-(tert-butoxycarbonylamino)-4-oxobutanoic acid methyl ester